NCC12CC(C1)(C2)NC(OC(C)(C)C)=O tert-butyl N-[3-(aminomethyl) bicyclo[1.1.1]pentan-1-yl]carbamate